Z-1,1,3,3,3-pentafluoropropene FC(=CC(F)(F)F)F